acrylamido-1-benzyl-N-((4,6-dimethyl-2-oxo-1,2-dihydropyridin-3-yl)methyl)-5-methyl-1H-pyrazole-4-carboxamide C(C=C)(=O)NC1=NN(C(=C1C(=O)NCC=1C(NC(=CC1C)C)=O)C)CC1=CC=CC=C1